3-(5-bromo-2-pyridinyl)azetidine-1-carboxylic acid tert-butyl ester C(C)(C)(C)OC(=O)N1CC(C1)C1=NC=C(C=C1)Br